N[C@H]([C@H]1C(NC2=C(N1)N=CC=C2)=O)C2=CC=CC=C2 (3S)-3-[(S)-amino(phenyl)methyl]-3,4-dihydro-1H-pyrido[2,3-b]pyrazin-2-one